[Si](C)(C)(C(C)(C)C)O[C@@H]1CCC=2C1=NC=CC2Cl (7R)-7-{[tert-butyl(dimethyl)silyl]-oxy}-4-chloro-6,7-dihydro-5H-cyclopenta[b]pyridin